1-((2-(cyclopentylamino)pyridin-4-yl)methyl)-5,5-dimethyl-3-(4-((trifluoromethyl)thio)phenyl)imidazolidine-2,4-dione C1(CCCC1)NC1=NC=CC(=C1)CN1C(N(C(C1(C)C)=O)C1=CC=C(C=C1)SC(F)(F)F)=O